COC(C(C(=O)OC)C1=C(C(=O)O)C=C(C=C1)[N+](=O)[O-])=O 2-(1,3-dimethoxy-1,3-dioxopropan-2-yl)-5-nitrobenzoic acid